C(=O)(OCC1C2=CC=CC=C2C2=CC=CC=C12)N[C@@H]([C@@H](C)CC)CO Fmoc-isoleucinol